methyl 5-[(3-methanesulfonamidophenyl)carbamoyl]-3-phenylthiophene-2-carboxylate CS(=O)(=O)NC=1C=C(C=CC1)NC(=O)C1=CC(=C(S1)C(=O)OC)C1=CC=CC=C1